1'-(6-amino-5-((2-amino-3-chloro-pyridin-4-yl)thio)pyrazin-2-yl)-5,6-dimethoxy-1,3-dihydrospiro[indene-2,4'-piperidin]-1-amine NC1=C(N=CC(=N1)N1CCC2(CC1)C(C1=CC(=C(C=C1C2)OC)OC)N)SC2=C(C(=NC=C2)N)Cl